C1(CC1)CCN(C1=C2CN(C(C2=CC=C1)=O)N1C(CCCC1=O)=O)C1CCC(CC1)N(CCC(F)(F)F)C 4-[(2-cyclopropylethyl)[(1s,4s)-4-[methyl(3,3,3-trifluoropropyl)amino]cyclohexyl]amino]-1-oxo-3H-isoindol-2-ylpiperidine-2,6-dione